(1,3-dimethylazetidin-3-yl){4-[2-(trifluoromethyl)pyridine-3-yl]piperidin-1-yl}methanone CN1CC(C1)(C)C(=O)N1CCC(CC1)C=1C(=NC=CC1)C(F)(F)F